OC(C#CC1=CN=CC(=N1)N1CCC(CC1)C(=O)OCC)C ethyl 1-(6-(3-hydroxybut-1-yn-1-yl)pyrazin-2-yl)piperidine-4-carboxylate